2-(benzyloxy)-4-[bis(4-hydroxybutyl)amino]benzaldehyde C(C1=CC=CC=C1)OC1=C(C=O)C=CC(=C1)N(CCCCO)CCCCO